6-bromo-4-(2,4-difluorophenoxy)-1-(methylsulfonyl)-1H-benzo[d]imidazole BrC=1C=C(C2=C(N(C=N2)S(=O)(=O)C)C1)OC1=C(C=C(C=C1)F)F